5-Formyl-2-hydroxy-benzonitrile C(=O)C=1C=CC(=C(C#N)C1)O